FC(CC(C(=O)OCC)N1C(C=C(C(=C1)CC=O)C(F)(F)F)=O)(C)C ethyl 4-fluoro-4-methyl-2-(2-oxo-5-(2-oxoethyl)-4-(trifluoromethyl)pyridin-1(2H)-yl)pentanoate